2,6-Dimethoxy-N-(5-(2-methoxy-5-(trifluoromethyl)phenyl)isoxazol-3-yl)benzenesulfonamide COC1=C(C(=CC=C1)OC)S(=O)(=O)NC1=NOC(=C1)C1=C(C=CC(=C1)C(F)(F)F)OC